(3R,5S)-3-(4-fluorophenyl)-5-methyl-N-pentylmorpholine-4-carboxamide FC1=CC=C(C=C1)[C@H]1N([C@H](COC1)C)C(=O)NCCCCC